BrC1=CC=2N(C=C1)C(=NN2)CO[Si](C)(C)C(C)(C)C 7-bromo-3-(((tert-butyldimethylsilyl)oxy)methyl)-[1,2,4]triazolo[4,3-a]pyridine